CCOCCOCCOCCOCCC(=O)O 3-{2-(2-[2-(2-ethoxy)-ethoxy]-ethoxy)-ethoxy}propionic acid